ClC1=CC(=C2C(=N1)N(C=N2)[C@H]2[C@@H]([C@@H]([C@@]1(C[C@H]21)C(=O)NC)O)O)NCC(C)C (1S,2R,3S,4R,5S)-4-(5-chloro-7-(isobutylamino)-3H-imidazo[4,5-b]pyridin-3-yl)-2,3-dihydroxy-N-methylbicyclo[3.1.0]hexane-1-carboxamide